ClC1=CC(=C2C(=N1)N(C=N2)CC(CN)CN)N2CCOCC2 2-((5-chloro-7-morpholino-3H-imidazo[4,5-b]pyridin-3-yl)methyl)propane-1,3-diamine